tert-butyl 3-((1r,3r)-3-(benzyloxy)cyclobutoxy)propanoate C(C1=CC=CC=C1)OC1CC(C1)OCCC(=O)OC(C)(C)C